BrC=1C(=C(SC1)NC(CN1C(CCC2=NC=CC=C12)=O)=O)C1=NN(C=N1)C N-(4-bromo-3-(1-methyl-1H-1,2,4-triazol-3-yl)thiophen-2-yl)-2-(2-oxo-3,4-dihydro-1,5-naphthyridin-1(2H)-yl)acetamide